(R)-4-(5-(2,6-difluorophenyl)-3,7-dimethyl-1,6-dihydropyrazolo[4,3-d]pyrido[4,3-f][1,3]diazepin-9-yl)-2-((trifluoromethoxy)methyl)morpholine FC1=C(C(=CC=C1)F)C=1NC2=C(C3=C(N1)C(=NN3)C)C=C(N=C2C)N2C[C@@H](OCC2)COC(F)(F)F